4-methylpiperazine-1-carboxylic acid [(2s,3s,4E,6r,7s,10r)-2-[(E)-1-(4-fluoro-1-methylindol-6-yl) prop-1-en-2-yl]-10-hydroxy-3,7-dimethyl-12-oxo-1-oxododec-4-en-6-yl] ester FC1=C2C=CN(C2=CC(=C1)\C=C(/C)\[C@@H](C=O)[C@H](\C=C\[C@@H]([C@H](CC[C@H](CC=O)O)C)OC(=O)N1CCN(CC1)C)C)C